C(C)(C)(C)OC(=O)N1CC(N(CC1)CC1CCN(CC1)C(=O)OCC1=CC=CC=C1)(C)C tert-butyl-4-((1-((benzyloxy)carbonyl)piperidin-4-yl)methyl)-3,3-dimethylpiperazine-1-carboxylate